1-(3-iodophenyl)-3-methyl-trans-1-butene IC=1C=C(C=CC1)\C=C\C(C)C